8-hydroxy-5-{2-hydroxy-1-[3-(2-hydroxyphenyl)-propylamino]ethyl}-(1H)-quinolin-2-one hydrochloride Cl.OC=1C=CC(=C2C=CC(NC12)=O)C(CO)NCCCC1=C(C=CC=C1)O